C(#C)S(=O)(=O)[O-] S-acetylenyl-sulfonate